CC=1C=C2C([C@]3(C(=NC2=CC1C)N(CC3)C3=CC=1OCCN(C1N=C3)C(=O)OC(C)(C)C)O[Si](C(C)C)(C(C)C)C(C)C)=O tert-butyl (S)-7-(6,7-dimethyl-4-oxo-3a-((triisopropylsilyl)oxy)-2,3,3a,4-tetrahydro-1H-pyrrolo[2,3-b]quinolin-1-yl)-2,3-dihydro-4H-pyrido[3,2-b][1,4]oxazine-4-carboxylate